CC=1C=C(C=C(C1)C)C1=CC(=CC=C1)C1=NC(=NC(=N1)C1=CC=CC=C1)C1=CC(=CC=C1)C=1C2=CC=CC=C2C(=C2C=CC=CC12)C1=CC=CC=C1 2-(3',5'-dimethyl-[1,1'-biphenyl]-3-yl)-4-phenyl-6-(3-(10-phenylanthracen-9-yl)phenyl)-1,3,5-triazine